2,5-dichloro-N-{4-[(5R)-7-chloro-4,4-difluoro-5-hydroxy-5-(hydroxymethyl)-2,3,4,5-tetrahydro-1H-1-benzazepine-1-carbonyl]phenyl}benzamide ClC1=C(C(=O)NC2=CC=C(C=C2)C(=O)N2CCC([C@@](C3=C2C=CC(=C3)Cl)(CO)O)(F)F)C=C(C=C1)Cl